COC1=C(C=CC=C1)C1CCNCC1 4-(2-methoxyphenyl)piperidine